1-ethylbenzene-1,2-diamine C(C)C1(C(C=CC=C1)N)N